calcium acetyltaurate monohydrate O.C(C)(=O)NCCS(=O)(=O)[O-].[Ca+2].C(C)(=O)NCCS(=O)(=O)[O-]